Butanenitrile C(CCC)#N